O[C@H](CNC(C1=NC=C(C=C1)NC=1OC(=CN1)C1=CC=C(C=C1)C(F)(F)F)=O)CO (R)-N-(2,3-Dihydroxypropyl)-5-((5-(4-(trifluoromethyl)phenyl)oxazol-2-yl)amino)picolinamide